Ethyl 2-[[4-[[4-[[(2-chlorophenyl)sulfonylamino]methyl]triazol-1-yl]methyl]phenyl]carbamoyl]-4-methyl-pentanoate ClC1=C(C=CC=C1)S(=O)(=O)NCC=1N=NN(C1)CC1=CC=C(C=C1)NC(=O)C(C(=O)OCC)CC(C)C